C(C)(=O)N[C@@H]1[C@H]([C@@H]([C@@](C(=O)OC)(O[C@H]1[C@H](OC(C)=O)[C@H](OC(C)=O)COC(C)=O)Br)O)OC(C)=O Methyl 5-acetamido-4,7,8,9-tetra-O-acetyl-2-bromo-2,5-dideoxy-D-erythro-α-L-gluco-non-2-ulopyranosonate